4-decyl-2,6-di-tert-butylphenol C(CCCCCCCCC)C1=CC(=C(C(=C1)C(C)(C)C)O)C(C)(C)C